C(C)C=1C(=CC=C2C=C(C=C(C12)C1=C(C=2N=C(N=C(C2C=N1)N(CCCC(=O)OC)C)OC[C@]12CCCN2C[C@@H](C1)F)F)O)F methyl 4-((7-(8-ethyl-7-fluoro-3-hydroxynaphthalen-1-yl)-8-fluoro-2-(((2R,7aS)-2-fluorotetrahydro-1H-pyrrolizin-7a(5H)-yl)methoxy)pyrido[4,3-d]pyrimidin-4-yl)(methyl)amino)butanoate